7-methoxy-1,9-dimethyl-6-(pyrimidin-5-yl)-9H-pyrido[3,4-b]indole COC1=C(C=C2C3=C(N(C2=C1)C)C(=NC=C3)C)C=3C=NC=NC3